NC[C@@H](C(=O)N1CCN(CC1)C=1C2=C(N=CN1)CC[C@H]2C)C2=CC=C(C=C2)Cl (S)-3-Amino-2-(4-chlorophenyl)-1-(4-((R)-5-methyl-6,7-dihydro-5H-cyclopenta[d]-pyrimidin-4-yl)piperazin-1-yl)propan-1-one